COC1=CC=C(CN(C2=NC3=CC=CC(=C3C(=N2)O)Cl)CC2=CC=C(C=C2)OC)C=C1 2-(bis(4-methoxybenzyl)amino)-5-chloroquinazolin-4-ol